3-pyrrolidin-1-yl-4-[4-(trifluoromethyl)piperidine-1-carbonyl]benzonitrile N1(CCCC1)C=1C=C(C#N)C=CC1C(=O)N1CCC(CC1)C(F)(F)F